C(CC#CCC)N1N=CNC1=O 2,4-dihydro-2-(hex-3-ynyl)-3H-1,2,4-triazol-3-one